BrC=1SC=CN1 2-bromo-1,3-thiazole